7-Chloro-4-(4-(3-chlorophenoxy)cyclohexyl)-1-methyl-1,4-dihydropyrido[2,3-b]pyrazine ClC1=CC2=C(N(C=CN2C)C2CCC(CC2)OC2=CC(=CC=C2)Cl)N=C1